FC1=C(C=C(C=C1)OC)[C@@H]1N(CCCCC1)C1=NC(=NC(=C1)C)N (R)-4-(2-(2-fluoro-5-methoxyphenyl)azepan-1-yl)-6-methylpyrimidin-2-amine